C(C)(C)OC(C(CC(=O)[O-])=O)(C(C)(C)C)OC(C)C.[Al+3].C(C)(C)OC(C(CC(=O)[O-])=O)(OC(C)C)C(C)(C)C.C(C)(C)OC(C(CC(=O)[O-])=O)(OC(C)C)C(C)(C)C aluminum diisopropoxy(t-butyl acetoacetate)